2-((2-chloropyridin-3-yl)oxy)quinolin-6-amine ClC1=NC=CC=C1OC1=NC2=CC=C(C=C2C=C1)N